sulfur (sulfonium) [SH3+].[S+2]